2-bromo-5-(7-methyl-7H-pyrrolo[2,3-d]pyrimidin-4-yl)-4,5,6,7-tetrahydrothiazolo[5,4-c]pyridine BrC=1SC=2CN(CCC2N1)C=1C2=C(N=CN1)N(C=C2)C